(2,3,4,5,6-pentafluorobenzyl)hydroxylamine hydrochloride Cl.FC1=C(CNO)C(=C(C(=C1F)F)F)F